[Ti].C(C)N(C1=CC(=C(C(=O)C2=C(C=CC=C2)C=O)C=C1)O)CC 1-[2-[4-(diethylamino)-2-hydroxybenzoyl]phenyl]-methanone Titanium